(4-(2-phenylpropan-2-yl)phenyl)aniline C1(=CC=CC=C1)C(C)(C)C1=CC=C(C=C1)NC1=CC=CC=C1